O=C1N(C(CC1)=O)C1=C(N=NC=C1)C(=O)O 2,5-dioxopyrrolidin-1-yl-pyridazine-3-carboxylic acid